4,5-dichloro-2-nitrotoluene ClC1=CC(=C(C)C=C1Cl)[N+](=O)[O-]